OC1C(COC1)C1=C(C(N(N=C1C1=CC=C(C=C1)C(F)(F)F)C=1C=NN(C1)C)=O)C(=O)N (-)-N-cis-4-Hydroxytetrahydrofuran-3-yl-2-(1-methyl-1H-pyrazol-4-yl)-3-oxo-6-[4-(trifluoromethyl)phenyl]-2,3-dihydropyridazine-4-carboxamide